chloro-2-(1-methyl-1H-pyrazol-3-yl)pyridine ClC=1C(=NC=CC1)C1=NN(C=C1)C